ClC1=C(C=C(C=C1)C1=NN(C=N1)CC)F 3-(4-chloro-3-fluorophenyl)-1-ethyl-1H-1,2,4-triazol